CC1(CN(C2=CC=CC=C12)CC1=NC2=CC=C(C=C2C(N1)=O)OCCCOC)C 2-[(3,3-dimethylindolin-1-yl)methyl]-6-(3-methoxypropoxy)-3H-quinazolin-4-one